N4-(3-(tert-butyl)phenyl)-N5-isopropyl-2-(trifluoromethyl)pyrimidine-4,5-diamine C(C)(C)(C)C=1C=C(C=CC1)NC1=NC(=NC=C1NC(C)C)C(F)(F)F